5-[4-amino-5-(trifluoromethyl)pyrrolo[2,1-f][1,2,4]triazin-7-yl]-N-{1-[(1-cyclopropyl-1H-1,2,3,4-tetrazol-5-yl)methyl]-4-fluoropyrrolidin-3-yl}-2-methoxypyridine-3-carboxamide NC1=NC=NN2C1=C(C=C2C=2C=C(C(=NC2)OC)C(=O)NC2CN(CC2F)CC2=NN=NN2C2CC2)C(F)(F)F